CC1=CC=C2C=CNC2=C1C 6,7-dimethylindole